8-morpholinoimidazo[1,2-a]pyrazin O1CCN(CC1)C=1C=2N(C=CN1)C=CN2